2-((3-chloro-4-fluorophenyl)(3-(difluoromethoxy)cyclobutyl)methyl)-5-methyl-4-(methylsulfonyl)-1H-imidazole ClC=1C=C(C=CC1F)C(C=1NC(=C(N1)S(=O)(=O)C)C)C1CC(C1)OC(F)F